4,4'-dimethoxytrityl ether COC1=CC=C(C(C2=CC=C(C=C2)OC)(C2=CC=CC=C2)OC(C2=CC=C(C=C2)OC)(C2=CC=C(C=C2)OC)C2=CC=CC=C2)C=C1